(S)-N-((4-carbamimidoylthiophen-2-yl)methyl)-6-((4-phenoxybutanoyl)glycyl)-2,6-diazaspiro[3.4]octane-7-carboxamide C(N)(=N)C=1C=C(SC1)CNC(=O)[C@H]1N(CC2(CNC2)C1)C(CNC(CCCOC1=CC=CC=C1)=O)=O